3',5-dimethoxy-4-(6-(methyl(2,2,6,6-tetramethylpiperidin-4-yl)amino)pyridazin-3-yl)-[1,1'-biphenyl]-3-ol COC=1C=C(C=CC1)C1=CC(=C(C(=C1)OC)C=1N=NC(=CC1)N(C1CC(NC(C1)(C)C)(C)C)C)O